OCC(=O)[C@@H](O)[C@H](O)[C@H](O)CO.[C] carbon (fructose)